bis(3,5-dimethylphenyl)-diethylaminophosphine CC=1C=C(C=C(C1)C)P(N(CC)CC)C1=CC(=CC(=C1)C)C